7-(chroman-8-yl)-6-fluoro-4-((S)-1-((S)-1-methylpyrrolidin-2-yl)ethoxy)-1H-pyrrolo[3,2-c][1,6]naphthyridin O1CCCC2=CC=CC(=C12)C=1N=CC=2C3=C(C(=NC2C1F)O[C@@H](C)[C@H]1N(CCC1)C)C=CN3